C(#N)C=1C=C(COC2=C(CNC(C(=O)O)(CO)C)C=C(C(=C2)OCC=2C(N(C=CC2)C2=CC3=C(OCCO3)C=C2)=O)C)C=CC1 2-((2-((3-cyanobenzyl)oxy)-4-((1-(2,3-dihydrobenzo[b][1,4]dioxin-6-yl)-2-oxo-1,2-dihydropyridin-3-yl)methoxy)-5-methylbenzyl)amino)-3-hydroxy-2-methylpropanoic acid